C(CC)C1=C(C=CC=C1)C(=O)OC(CO)CO 2-(2-propylphenyl)formyloxy-1,3-propanediol